O1C(=C(O)C(=O)C=2C(O)=C(C(O)=CC12)NC(=O)O)C1=CC(O)=C(O)C=C1.FC1=CC(=C(C=C1)NC1=C(C(=O)NC=2C(=NC(=C(C2)F)OC)C)C=C(C=C1)C(F)(F)F)C 2-((4-fluoro-2-methylphenyl)amino)-N-(5-fluoro-6-methoxy-2-methylpyridin-3-yl)-5-(trifluoromethyl)benzamide quercetin-carbamate